3-(((2'-(5-Acetamido-1-methyl-1H-pyrrolo[2,3-c]pyridin-3-yl)-4,5,5',6'-Tetrahydro-2H-spiro[furan-3,8'-pyrano[3,4-b]pyridin]-4'-yl)oxy)methyl)azetidine-1-carboxylic acid C(C)(=O)NC=1C=C2C(=CN1)N(C=C2C2=CC(=C1C(=N2)C2(OCC1)COCC2)OCC2CN(C2)C(=O)O)C